rac-2-[2-(2,2-difluoroethoxy)phenyl]-3-oxo-N-[4-(oxolan-2-yl)phenyl]-2,3-dihydropyridazine-4-carboxamide FC(COC1=C(C=CC=C1)N1N=CC=C(C1=O)C(=O)NC1=CC=C(C=C1)[C@@H]1OCCC1)F |r|